ClC=1C=C(C=C(C1OC[C@@H](CCl)O)Cl)S(=O)(=O)C1=CC=C(OC[C@@H](CNC(C)=O)O)C=C1 N-((R)-3-(4-((3,5-dichloro-4-((S)-3-chloro-2-hydroxypropoxy)phenyl)sulfonyl)phenoxy)-2-hydroxypropyl)acetamide